ClC1=NC=C(C(=N1)C1=CC=C2C(C=C(N(C2=C1)C(C)C)C1N(CCC1)C(=O)OC(C)(C)C)=O)F tert-butyl 2-(7-(2-chloro-5-fluoropyrimidin-4-yl)-1-isopropyl-4-oxo-1,4-dihydroquinolin-2-yl)pyrrolidine-1-carboxylate